C(C)(C)(C)C=1SC=C(N1)N(C(O)=O)S(=O)(=O)C1=C(C(=C(C=C1F)NCC1=C(C=CC=C1F)CN(C)C(C)(C)C)Br)F.C1=CC=CC=2C3=CC=CC=C3N(C12)C1=CC=C(C=C1)C1=CC=C(C=C1)N1C2=CC=CC=C2C=2C=CC=CC12 4,4'-bis(9-Carbazolyl)Biphenyl tert-butyl-((3-bromo-4-((2-((tert-butyl(methyl)amino)methyl)-6-fluorobenzyl)amino)-2,6-difluorophenyl)sulfonyl)(thiazol-4-yl)carbamate